N-[(S)-2-[4-[3-(3,4-dimethoxyphenyl)-1,2,4-oxadiazol-5-yl]-1-piperidinyl]-1-methyl-2-oxo-ethyl]benzamide COC=1C=C(C=CC1OC)C1=NOC(=N1)C1CCN(CC1)C([C@H](C)NC(C1=CC=CC=C1)=O)=O